methyl 5-chloro-6-(trifluoromethyl)picolinate ClC=1C=CC(=NC1C(F)(F)F)C(=O)OC